rac-(4-aminoimidazo[1,5-a]quinoxalin-8-yl)((3R,4aS,9bS)-3-fluoro-7-(trifluoromethoxy)-3,4,4a,9b-tetrahydrobenzofuro[3,2-b]pyridin-1(2H)-yl)methanone NC=1C=2N(C3=CC(=CC=C3N1)C(=O)N1[C@@H]3[C@H](C[C@H](C1)F)OC1=C3C=CC(=C1)OC(F)(F)F)C=NC2 |r|